NC1=NC=CC2=CC=C(C=C12)C=1C=C2C(=NC1)NC=C2C(=O)NCCN(C)C 5-(1-aminoisoquinolin-7-yl)-N-(2-(dimethylamino)ethyl)-1H-pyrrolo[2,3-b]pyridine-3-carboxamide